(methyl-(tetrahydro-2H-pyran-4-yl)amino)-2-methyl-5-nitrobenzoic acid methyl ester COC(C1=C(C(=CC(=C1)[N+](=O)[O-])N(C1CCOCC1)C)C)=O